8-[(1E)-2-(3,4-Dimethoxyphenyl)ethenyl]-1,3-diethyl-3,7-dihydro-7-methyl-1H-purine-2,6-dione COC=1C=C(C=CC1OC)/C=C/C1=NC=2N(C(N(C(C2N1C)=O)CC)=O)CC